C1(CCC1)CCN1N=C(C=CC1=O)C=1C=NC(=NC1)OCC(F)(F)F 2-(2-cyclobutylethyl)-6-(2-(2,2,2-trifluoroethoxy)pyrimidin-5-yl)pyridazin-3(2H)-one